4-((3-isopropyl-1-toluenesulfonyl-1H-pyrrolo[2,3-c]pyridin-5-yl)methyl)-3,5-dimethylphenyl trifluoromethylsulfonate FC(F)(F)S(=O)(=O)OC1=CC(=C(C(=C1)C)CC=1C=C2C(=CN1)N(C=C2C(C)C)S(=O)(=O)CC2=CC=CC=C2)C